3,5-dimethoxy-benzoyl alcohol COC=1C=C(C(=O)O)C=C(C1)OC